2-(phenylmethylsulfonyl)pyridine C1(=CC=CC=C1)CS(=O)(=O)C1=NC=CC=C1